methyl (E)-2-fluoro-4-(prop-1-en-1-yl)benzoate FC1=C(C(=O)OC)C=CC(=C1)\C=C\C